2-hydroxyphosphono-1,4-naphthalenedione OOP(=O)(O)C=1C(C2=CC=CC=C2C(C1)=O)=O